3-(5-(((1S,2R)-2-(4-methoxy-4-methylpiperidin-1-yl)cyclohexyl)oxy)-1-oxoisoindolin-2-yl)piperidine-2,6-dione COC1(CCN(CC1)[C@H]1[C@H](CCCC1)OC=1C=C2CN(C(C2=CC1)=O)C1C(NC(CC1)=O)=O)C